C(CCCCCCCCCCC)OC1=CC=C(C=C1)C=CC(=O)C1=CC=C(C=C1)N=CC1=C(C=C(C=C1)O)O 3-[4-(Dodecyloxy)phenyl]-1-[4-[(2,4-dihydroxybenzylidene)amino]phenyl]-2-propene-1-one